ClC=1C(=C(C(=O)N)C=C(C1)C1=CN(C=2N=C3N(C(C21)=O)CCC3)CC(=O)NC3=C(C(=NC(=C3)N3[C@H](COCC3)C)F)Cl)O (S)-3-chloro-5-(1-(2-((3-chloro-2-fluoro-6-(3-methylmorpholino)pyridin-4-yl)amino)-2-oxoethyl)-4-oxo-4,6,7,8-tetrahydro-1H-dipyrrolo[1,2-a:2',3'-d]pyrimidin-3-yl)-2-hydroxybenzamide